ClC1=NC(=CC(=C1)C=1C(=NN2C1N=C(C=C2)NC[C@@H]2N(CCOC2)C(=O)OC(C)(C)C)C2=CC(=CC=C2)C#N)C tert-Butyl (3S)-3-[[[3-(2-chloro-6-methyl-4-pyridyl)-2-(3-cyanophenyl)pyrazolo[1,5-a]pyrimidin-5-yl]amino]methyl]morpholine-4-carboxylate